OC(=O)C(F)(F)F.CN1C(=NC(=C1)C(F)(F)F)C1=CC=C(C=C1)[C@@H](C)N (R)-1-(4-(1-methyl-4-(trifluoromethyl)-1H-imidazol-2-yl)phenyl)ethan-1-amine TFA salt